C12N[C@@H](C(CC1)CC2)C(=O)OCC Ethyl (S)-2-azabicyclo[2.2.2]octane-3-carboxylate